1H-Benzotriazol-1-yloxytris(dimethylamino)phosphonium hexafluorophosphate F[P-](F)(F)(F)(F)F.N1(N=NC2=C1C=CC=C2)O[P+](N(C)C)(N(C)C)N(C)C